ClC1=C(C(C(C1(F)F)(F)F)(F)F)Cl 1,2-dichloro-3,3,4,4,5,5-hexafluorocyclopentene